N-[4-(aminomethyl)phenyl]-5-(1,2,3,6-tetrahydropyridin-4-yl)thiophene-2-carboxamide 2HCl salt Cl.Cl.NCC1=CC=C(C=C1)NC(=O)C=1SC(=CC1)C=1CCNCC1